C[C@@H]1CN(C[C@H]2N1CC1=CC(=CC=C21)[C@@H]2CC[C@H](CC2)N2CCOCC2)C2=CC(N(C1=NC=CC=C21)C)=O 4-[(4R,10bS)-4-methyl-8-(trans-4-morpholinocyclohexyl)-3,4,6,10b-tetrahydro-1H-pyrazino[2,1-a]isoindol-2-yl]-1-methyl-1,8-naphthyridin-2-one